(±)-methyl-(1R,5S,6R)-5-hydroxybicyclo[4.1.0]heptane-1-carboxylate COC(=O)[C@]12CCC[C@@H]([C@@H]2C1)O |r|